O1CC(CC1)C#CC1=CC=C(OC2=C(N=NN2)C(=O)O)C=C1 5-(4-((tetrahydrofuran-3-yl)ethynyl)phenoxy)-1H-1,2,3-triazole-4-carboxylic acid